N-(4-(4-(3-(4-fluorophenethyl)ureido)phenoxy)-7-methoxyquinazolin-6-yl)butanamide FC1=CC=C(CCNC(NC2=CC=C(OC3=NC=NC4=CC(=C(C=C34)NC(CCC)=O)OC)C=C2)=O)C=C1